N[C@H](C=1N=C2N(N=C(C=N2)C[C@@H]2C(NC[C@@H](C2)C(F)(F)F)=O)C1)[C@H]1CC(CCC1)(F)F (3R,5R)-3-((6-((S)-amino((R)-3,3-difluorocyclohexyl)methyl)imidazo[1,2-b][1,2,4]triazin-2-yl)methyl)-5-(trifluoromethyl)piperidin-2-one